NC1=CC=C2C(C=C(OC2=C1[N+](=O)[O-])C=1C=NC=NC1)=O 7-amino-8-nitro-2-(pyrimidin-5-yl)-4H-chromen-4-one